3-fluoro-N-(3-methyl-4-(piperazin-1-yl)phenyl)-4-(1,2,3,6-tetrahydropyridin-4-yl)benzamide bistrifluoroacetic acid salt FC(C(=O)O)(F)F.FC(C(=O)O)(F)F.FC=1C=C(C(=O)NC2=CC(=C(C=C2)N2CCNCC2)C)C=CC1C=1CCNCC1